benzyl (S)-2-(4-bromophenyl)-2-(isoindolin-2-yl)acetate BrC1=CC=C(C=C1)[C@@H](C(=O)OCC1=CC=CC=C1)N1CC2=CC=CC=C2C1